C1CCCCCCCCCCC1 cyclododecan